(S)-N-((R)-(3-chloro-2,4-difluorophenyl)((trans)-1-methyl-2-(trifluoro-methyl)piperidin-4-yl)methyl)-2-oxoimidazolidine-4-carboxamide ClC=1C(=C(C=CC1F)[C@H](NC(=O)[C@H]1NC(NC1)=O)[C@H]1C[C@@H](N(CC1)C)C(F)(F)F)F